bis(2,4-di-t-butylphenyl)pentaerythritol phosphite P(O)(O)O.C(C)(C)(C)C1=C(C=CC(=C1)C(C)(C)C)C(O)(C(CO)(CO)CO)C1=C(C=C(C=C1)C(C)(C)C)C(C)(C)C